2-chloro-N-(isoxazol-4-yl)-5-methoxy-1-methyl-6-oxo-1,6-dihydropyrimidine-4-carboxamide ClC=1N(C(C(=C(N1)C(=O)NC=1C=NOC1)OC)=O)C